OC1=C(C(OC12CCC(CC2)OCCOCCOCCOCCOCC(=O)OC(C)(C)C)=O)C2=C(C=C(C=C2C)C)C tert-butyl 14-(((5r,8r)-4-hydroxy-3-mesityl-2-oxo-1-oxaspiro[4.5]dec-3-en-8-yl)oxy)-3,6,9,12-tetraoxatetradecan-1-oate